FC1=CC=C(C=C1)C=1NC2=CC=C(C=C2C(C1)=O)C(=O)OCC ethyl 2-(4-fluoro phenyl)-4-oxo-1,4-dihydroquinoline-6-carboxylate